BrC=1C(NN=CC1N[C@H](CO[C@H]1C(N(CC1)C1CCN(CC1)C1=NC=C(C=N1)C(F)(F)F)=O)C)=O 4-bromo-5-(((S)-1-(((R)-2-oxo-1-(1-(5-(trifluoromethyl)pyrimidin-2-yl)piperidin-4-yl)pyrrolidin-3-yl)oxy)propan-2-yl)amino)pyridazin-3(2H)-one